N-(3-methoxybenzyl)-N-(4-morpholinobenzyl)-4-(2-morpholinoethoxy)aniline COC=1C=C(CN(C2=CC=C(C=C2)OCCN2CCOCC2)CC2=CC=C(C=C2)N2CCOCC2)C=CC1